C1(=CC=CC=C1)N1N=CC(=N1)CO (2-phenyl-2H-1,2,3-triazol-4-yl)methanol